C(C(=C)C)(=O)O.C[SiH](OC)OC methyl-dimethoxysilane methacrylate